N1CC(C1)N1CCC(CC1)N1CCC(CC1)N1N=C(C=2C1=NC=NC2N)C2=CC=C(C=C2)OC2=CC=C(C=C2)F 1-(1'-(azetidin-3-yl)-[1,4'-bipiperidin]-4-yl)-3-(4-(4-fluorophenoxy)phenyl)-1H-pyrazolo[3,4-d]pyrimidin-4-amine